(R)-Pentane-2-ol C[C@H](CCC)O